OC=1C=C2CC[C@@H]([C@@H](C2=CC1)C1=C(C=C(C=C1)N1CCC(CC1)C=O)OC)C1=CC=CC=C1 1-(4-((1S,2S)-6-hydroxy-2-phenyl-1,2,3,4-tetrahydronaphthalen-1-yl)-3-methoxyphenyl)piperidine-4-carbaldehyde